aminoethyl-3-methylimidazole tetrafluoroborate F[B-](F)(F)F.NCCC1=NC=CN1C